1-benzyl-3-methyl-imidazolium C(C1=CC=CC=C1)N1C=[N+](C=C1)C